ClC1=C(OCCC(=O)O)C(=CC(=C1)C(C)(C1=CC=C(C=C1)OCC1=NC(=NC=C1)SC)C)C#N 3-[2-chloro-6-cyano-4-[1-methyl-1-[4-[(2-methylsulfanylpyrimidin-4-yl)methoxy]phenyl]ethyl]phenoxy]propanoic acid